n-eicosyl-di-(n-decyl)amine C(CCCCCCCCCCCCCCCCCCC)N(CCCCCCCCCC)CCCCCCCCCC